C1(CCC1)C1=CNC=2N=CC=3C=CC(=CC3C21)C=2C=NN(C2)C 1-cyclobutyl-8-(1-methyl-1H-pyrazol-4-yl)-3H-pyrrolo[2,3-c]isoquinoline